2-benzyl-5-hydroxyisoindoline-1,3-dione C(C1=CC=CC=C1)N1C(C2=CC=C(C=C2C1=O)O)=O